3,9-bis{2-[3-(3-t-butyl-4-hydroxy-5-methylphenyl)propionyloxy]-1,1-dimethylethyl}-2,4,8,10-tetraoxospiro[5.5]undecane C(C)(C)(C)C=1C=C(C=C(C1O)C)CCC(=O)OCC(C)(C)C1C(CC2(CC1=O)CC(C(C(C2)=O)C(COC(CCC2=CC(=C(C(=C2)C)O)C(C)(C)C)=O)(C)C)=O)=O